CC(C(=O)N)C1=CC=CC=C1 α-methylbenzeneacetamide